N-(1-(Difluoromethyl)-3-(3-(trifluoromethyl)phenyl)-1H-pyrrolo[2,3-b]pyridin-5-yl)acrylamide FC(N1C=C(C=2C1=NC=C(C2)NC(C=C)=O)C2=CC(=CC=C2)C(F)(F)F)F